BrC=1C=C2CN(C(C2=CC1F)=O)C[C@H]1C[C@H](CCC1)NC(OC(C)(C)C)=O tert-butyl N-[(1S,3R)-3-[(5-bromo-6-fluoro-1-oxo-isoindolin-2-yl)methyl]cyclohexyl]carbamate